C(C1=CC=C(C(=O)O)C=C1)(=O)O.NC1=CC=C(C=C1)O.NC1=CC=C(C=C1)O bis(4-aminophenol) terephthalate